(6-bromo-1,1'-biphenyl-3-yl)-{4-(naphthalen-2-yl)phenyl}(biphenyl-4-yl)amine BrC1=CC=C(C=C1C1=CC=CC=C1)N(C1=CC=C(C=C1)C1=CC=CC=C1)C1=CC=C(C=C1)C1=CC2=CC=CC=C2C=C1